4-benzyl-1,3-oxazolin-5-one C(C1=CC=CC=C1)C1N=COC1=O